(2S)-1-O-palmitoyl-3-O-β-D-galactopyranosylglycerol C(CCCCCCCCCCCCCCC)(=O)OCC(O)CO[C@H]1[C@@H](O)[C@@H](O)[C@@H](O)[C@H](O1)CO